(2R,3R,4S,5S)-4-(aminomethyl)-4-(4-chloro-2,3-difluorophenyl)-3-(3-chlorophenyl)-5-neopentylpyrrolidine-2-carboxylic acid tert-butyl ester C(C)(C)(C)OC(=O)[C@@H]1N[C@H]([C@@]([C@H]1C1=CC(=CC=C1)Cl)(C1=C(C(=C(C=C1)Cl)F)F)CN)CC(C)(C)C